NC1=C(C=CC=C1CN1C(OC=C1C)=N)NC(NC(COC)(C)C1=CC(=CC=C1)Cl)=S 3-{2-amino-3-[(2-imino-4-methyl-2,3-dihydro-1,3-oxazol-3-yl)methyl]phenyl}-1-[2-(3-chlorophenyl)-1-methoxypropan-2-yl]thiourea